FC1([C@H](CN(CC1)[C@H](C(=O)NC=1N=NC(=CC1)OC1=C(C=CC=C1)C)C)C1=CNC(C=C1)=O)F (S)-2-((S)-4,4-difluoro-3-(6-oxo-1,6-dihydropyridin-3-yl)piperidin-1-yl)-N-(6-(o-tolyloxy)pyridazin-3-yl)propionamide